4-hydroxy-1-methyl-3-(5-(methyl(2,2,6,6-tetramethylpiperidin-4-yl)amino)-1,3,4-thiadiazol-2-yl)quinolin-2(1H)-one OC1=C(C(N(C2=CC=CC=C12)C)=O)C=1SC(=NN1)N(C1CC(NC(C1)(C)C)(C)C)C